(2S)-2-(methylamino)-N-[2-[2-methyl-6-[(5-phenylthiazol-2-yl)amino]pyrimidin-4-yl]oxyethyl]propionamide CN[C@H](C(=O)NCCOC1=NC(=NC(=C1)NC=1SC(=CN1)C1=CC=CC=C1)C)C